OC(=O)C(F)(F)F.OC(=O)C(F)(F)F.FC1=CC(=C(OC=2C(=NC=NC2)N2CC3(C2)CNC3)C=C1)C1=CC(=NN1C(C)C)C(F)(F)F 2-(5-(4-fluoro-2-(1-isopropyl-3-(trifluoromethyl)-1H-pyrazol-5-yl)phenoxy)pyrimidin-4-yl)-2,6-diazaspiro[3.3]heptane bis-TFA salt